2-(1-methyl-1H-pyrazol-4-yl)-morpholine CN1N=CC(=C1)C1CNCCO1